FC1=CC=CC=2NN=NC21 4-fluoro-1H-benzo[d][1,2,3]triazole